FC(OC1=CC=C(C=C1)C1=NN(C(C=C1)=O)CC1=CC=C(C=C1)S(=O)(=O)N(C)C)F 4-((3-(4-(difluoromethoxy)phenyl)-6-oxopyridazin-1(6H)-yl)methyl)-N,N-dimethyl-benzenesulfonamide